tert-butyl 3-ethyl-4-{2-[4-(trifluoromethyl)phenyl]ethenyl}pyrrolidine-1-carboxylate C(C)C1CN(CC1C=CC1=CC=C(C=C1)C(F)(F)F)C(=O)OC(C)(C)C